2-azidoethanamine N(=[N+]=[N-])CCN